C(C)OC(C1=CN=C(C=C1NC1=CC(=C2N(O1)C1(NO2)CCCCC1)C)NCC1=C(C=C(C=C1)OC)OC)=O 6-((2,4-Dimethoxybenzyl)amino)-4-((8'-methyl-1',5'-dioxa-1',5'-dihydro-2'H-spiro[cyclohexane-1,3'-imidazo[1,5-a]pyridin]-6'-yl)amino)nicotinic acid ethyl ester